FURFURYL HEXANOATE C(CCCCC)(=O)OCC1=CC=CO1